FC1=C(C=C2C=NN(C2=C1)CC(C)(C)O)C1=C(C#N)C=CN=C1 3-(6-fluoro-1-(2-hydroxyl-2-methylpropyl)-1H-indazol-5-yl)isonicotinonitrile